NC1=C(C=C(N=N1)C1=C(C=CC=C1)O)N1CC2CCC(C1)N2C2=CC(=NC=C2)C#CCN2CCOCCC2 2-[6-amino-5-[8-[2-[3-(1,4-oxazepan-4-yl)prop-1-ynyl]-4-pyridinyl]-3,8-diazabicyclo[3.2.1]oct-3-yl]pyridazin-3-yl]phenol